2-((3-chlorophenyl)thio)-1-(4-(5-(trifluoromethyl)-1,2,4-oxadiazol-3-yl)phenyl)ethan-1-one ClC=1C=C(C=CC1)SCC(=O)C1=CC=C(C=C1)C1=NOC(=N1)C(F)(F)F